FC=1C(=NC(=NC1)N)C1=CC2=C(N=C(S2)C)C=C1 (5-fluoro-4-(2-methylbenzothiazol-6-yl)pyrimidin-2-yl)amine